C(N)(=O)[C@H]1CN(CC=2N1N=C(C2C2=CC=NC=C2)C2=CC=C(C=C2)F)C(=O)OC(C)(C)C |r| tert-butyl (7RS)-7-carbamoyl-2-(4-fluorophenyl)-3-(pyridin-4-yl)-6,7-dihydropyrazolo[1,5-a]pyrazine-5(4H)-carboxylate